tert-Butyl 3-(2-chloroethyl)-6-fluoro-3,4-dihydroisoquinoline-2(1H)-carboxylate ClCCC1N(CC2=CC=C(C=C2C1)F)C(=O)OC(C)(C)C